bis[(1-tert-butyl-1H-1,2,3-triazol-4-yl)methyl]amine C(C)(C)(C)N1N=NC(=C1)CNCC=1N=NN(C1)C(C)(C)C